ethyl 2-[3-[1-[2-fluoro-5-[[6-fluoro-4-(methylsulfonylmethyl)-1H-indol-5-yl]oxy] phenyl]pyrazol-3-yl]-3-methyl-2H-benzofuran-7-yl]acetate FC1=C(C=C(C=C1)OC=1C(=C2C=CNC2=CC1F)CS(=O)(=O)C)N1N=C(C=C1)C1(COC2=C1C=CC=C2CC(=O)OCC)C